2-(4-bromo-2-fluorophenyl)acetic acid BrC1=CC(=C(C=C1)CC(=O)O)F